(+)-[3-[2-[2-Fluoro-4-(trifluoromethyl)phenyl]ethyl]azetidin-1-yl]-[3-(1H-1,2,4-triazol-5-yl)pyrrolidin-1-yl]methanone FC1=C(C=CC(=C1)C(F)(F)F)CCC1CN(C1)C(=O)N1CC(CC1)C1=NC=NN1